O1CCC12CCN(CC2)C2=NC=CC(=N2)NC2=CC(=NO2)C2=C(C=C(C=C2)OC)F N-(2-(1-oxa-7-azaspiro[3.5]nonan-7-yl)pyrimidin-4-yl)-3-(2-fluoro-4-methoxyphenyl)isoxazol-5-amine